Racemic-2-(1-(1-(7,8-difluoro-1-oxo-1,2-dihydroisoquinolin-4-yl)ethyl)-3-(4-fluorophenyl)ureido)ethane-1-sulfonamide FC1=CC=C2C(=CNC(C2=C1F)=O)[C@@H](C)N(C(=O)NC1=CC=C(C=C1)F)CCS(=O)(=O)N |r|